CN(C(CCCCCC)CCCCCCCCCCCC=CCC=CCCCCC)C N,N-dimethyloctacosane-19,22-dien-7-amine